3-(Azetidine-3-ylidene)azetidine-1-carboxylic acid benzyl ester C(C1=CC=CC=C1)OC(=O)N1CC(C1)=C1CNC1